O1CCC2=C1C=CC(=C2)CC=O 2,3-dihydrobenzofuran-5-acetaldehyde